CC=1C=CC(=NC1)NC(OC(C)(C)C)=O tert-butyl (5-methylpyridin-2-yl)carbamate